N1=CN=CC(=C1)SCCC(=O)OCC(CCCC)CC 2-ethylhexyl 3-(pyrimidin-5-ylthio)propanoate